(1S,3R,4S)-2-(4,7-difluoro-1H-indole-2-carbonyl)-5,5-difluoro-N-((S,E)-4-fluoro-4-(methylsulfonyl)-1-((R)-2-oxopyrrolidin-3-yl)but-3-en-2-yl)-2-azabicyclo[2.2.2]octane-3-carboxamide FC1=C2C=C(NC2=C(C=C1)F)C(=O)N1[C@@H]2CC([C@H]([C@@H]1C(=O)N[C@@H](C[C@@H]1C(NCC1)=O)\C=C(\S(=O)(=O)C)/F)CC2)(F)F